NC1=C(C=C(C=C1Cl)C=1C=CC(=C2C(N(CC12)CC(=C)C#N)=O)NC(=O)C1CCN(CC1)C)Cl N-[7-(4-amino-3,5-dichloro-phenyl)-2-(2-cyanoallyl)-3-oxo-isoindolin-4-yl]-1-methyl-piperidine-4-carboxamide